2-(azepan-4-yl)-6-(2-methyl-2H-indazol-5-yl)-1,3-benzothiazole N1CCC(CCC1)C=1SC2=C(N1)C=CC(=C2)C2=CC1=CN(N=C1C=C2)C